CC(C(=O)NC1=CC=C(C=C1)N1C2=C(NC(CC1=O)=O)C1=CC=CC=C1C=C2)(C)C2=CC=CC=C2 5-[4-[(2-methyl-2-phenylpropionyl)amino]phenyl]-1H-naphtho[1,2-b][1,4]diazepine-2,4(3H,5H)-Dione